[Cl-].C(CCCCCCC)[N+]1(CCN(CC1)C)CCCC 1-octyl-1-butyl-4-methyl-piperazinium chloride